ClC1=CC(=C(C=C1S)N1C(NC(=CC1=O)C(F)(F)F)=O)F 3-(4-chloro-2-fluoro-5-sulfanylphenyl)-6-(trifluoromethyl)pyrimidine-2,4(1H,3H)-dione